FC=1C(=C(COC2OCCCC2)C=C(C1C)[N+](=O)[O-])OC 2-((3-fluoro-2-methoxy-4-methyl-5-nitrobenzyl)oxy)tetrahydro-2H-pyran